3-butene diacrylate C(C=C)(=O)O.C(C=C)(=O)O.CCC=C